(4-bromo-3-fluorophenyl)(cyclopropyl)sulfane BrC1=C(C=C(C=C1)SC1CC1)F